C1C(CC2CC(CC12)=O)=O (3as,6as)-octahydropentalene-2,5-dione